2-(4-(4,6-bis(2,4-dimethylphenyl)-1,3,5-triazin-2-yl)-3-hydroxyphenoxy)ethyl methacrylate C(C(=C)C)(=O)OCCOC1=CC(=C(C=C1)C1=NC(=NC(=N1)C1=C(C=C(C=C1)C)C)C1=C(C=C(C=C1)C)C)O